ClC=1C=CC2=C(C(CO2)(C(=O)OC)C2=C(C=C(C=C2)C(F)(F)F)[N+](=O)[O-])C1 methyl 5-chloro-3-(2-nitro-4-(trifluoromethyl)phenyl)-2,3-dihydrobenzofuran-3-carboxylate